CC(CC(=O)O)(CC(=O)O)C 3,3-dimethylglutaric acid